tri-p-tolylphosphonium hexafluorophosphate F[P-](F)(F)(F)(F)F.C1(=CC=C(C=C1)[PH+](C1=CC=C(C=C1)C)C1=CC=C(C=C1)C)C